(6R)-5,10-methylene-5,6,7,8-tetrahydrofolate C1N2C=3C(NC(=NC3NC[C@@H]2CN1C1=CC=C(C(N[C@@H](CCC(=O)[O-])C(=O)O)=O)C=C1)N)=O